ClC1=C(C=CC=C1)N1C(C(=C(C2=CC=C(N=C12)C(F)(F)F)NC1CC1)F)=O (2-chlorophenyl)-4-(cyclopropylamino)-3-fluoro-7-(trifluoromethyl)-1,8-naphthyridin-2(1H)-one